COC(=O)C1=NC(=C(N=C1NC1=CC=C(C=C1)N1CCOCC1)C(F)F)Br.BrC=1C=NC(NC1)=NNC(CC1=CC=C(C=C1)C=1N(C=C(N1)C)C)=O N'-(5-bromopyrimidin-2(1H)-ylidene)-2-(4-(1,4-dimethyl-1H-imidazol-2-yl)phenyl)acetohydrazide Methyl-6-bromo-5-(difluoromethyl)-3-(4-morpholinoanilino)pyrazine-2-carboxylate